ClC=1C(=C(NC=2C3=C(N=CN2)C=NC(=C3)N3CC(C3)N(C(OC(C)(C)C)=O)C)C=CC1)F tert-butyl N-[1-[4-(3-chloro-2-fluoro-anilino)pyrido[3,4-d]pyrimidin-6-yl] azetidin-3-yl]-N-methyl-carbamate